OC(CCOS(=O)(=O)C1=CC=C(C=C1)C)C=CC=CC=CC(CC=CCC)O 3,10-dihydroxypentadeca-4,6,8,12-tetraen-1-yl-4-methylbenzene-1-sulfonate